C(O)C(C)(S(=O)(=O)O)CO dimethylolethanesulfonic acid